C(C(C)C)(=O)O[C@H](C(=O)OCCC)C propyl (2S)-2-(isobutyryloxy)propanoate